tert-butyl (1S,2R,3R,5R)-2-fluoro-3-((3-(7-methoxy-2-methyl-1-oxo-1,2-dihydroisoquinolin-6-yl)-1,2,4-triazin-6-yl)(methyl)amino)-8-azabicyclo[3.2.1]octane-8-carboxylate F[C@H]1[C@@H]2CC[C@H](C[C@H]1N(C)C1=CN=C(N=N1)C=1C=C3C=CN(C(C3=CC1OC)=O)C)N2C(=O)OC(C)(C)C